COP(O)=O (methoxy)phosphinic acid